The molecule is the (R)-enantiomer of 3-hydroxylauric acid. An intermediate in fatty acid biosynthesis. It has a role as a human metabolite. It is a (3R)-3-hydroxy fatty acid and a 3-hydroxylauric acid. It is an enantiomer of a (S)-3-hydroxylauric acid. CCCCCCCCC[C@H](CC(=O)O)O